ClC=1C=C(C=CC1COC1=C(C=CC=C1)CCN(C1C=2C=CC(=NC2CCC1)C(=O)OCC)CCC1=CC=C(C=C1)C(=O)OC)C1=CC=C(C=C1)C(F)(F)F Ethyl 5-([2-(2-{[3-chloro-4'-(trifluoromethyl)biphenyl-4-yl]methoxy}phenyl)ethyl] {2-[4-(methoxy-carbonyl)phenyl]ethyl}amino)-5,6,7,8-tetrahydroquinoline-2-carboxylate